(R)-3-((1-methylpyrrolidin-2-yl)methyl)-1H-indol-4-yl 2-(1-(aminomethyl)-cyclohexyl)acetate NCC1(CCCCC1)CC(=O)OC1=C2C(=CNC2=CC=C1)C[C@@H]1N(CCC1)C